(2r,3r)-3-amino-2-methyl-piperidine-1-carboxylic acid benzyl ester C(C1=CC=CC=C1)OC(=O)N1[C@@H]([C@@H](CCC1)N)C